2,2-dimethyl-1-[(3S)-3-{pyrazolo[1,5-A]pyridin-5-yl}-1,2-oxazolidin-2-yl]propan-1-one Tetradecanedioate C(CCCCCCCCCCCCC(=O)O)(=O)O.CC(C(=O)N1OCC[C@H]1C1=CC=2N(C=C1)N=CC2)(C)C